Cl.COC(C1=C(C=C(C=C1)NC(=O)C1CCNCC1)C#CCN)=O methyl-2-(3-aminoprop-1-yn-1-yl)-4-(piperidine-4-carboxamido)benzoate hydrochloride